FC(CS(=O)(=O)NC1=CC=C(C=C1)C1=C2C(=NC=C1)NC=C2)F 4-(4-((2,2-difluoroethyl)sulfonamido)phenyl)-1H-pyrrolo[2,3-b]pyridin